FC1=CC=C(C=C1)C1=NN2C(CN(CC2(C)C)C(=O)OC(C)(C)C)=C1I tert-butyl 2-(4-fluorophenyl)-3-iodo-7,7-dimethyl-6,7-dihydropyrazolo[1,5-a]pyrazine-5(4H)-carboxylate